3-(5-((4-(6-fluoro-1H-indol-3-yl)-3,6-dihydropyridin-1(2H)-yl)methyl)-1-oxoisoindolin-2-yl)piperidine-2,6-dione FC1=CC=C2C(=CNC2=C1)C=1CCN(CC1)CC=1C=C2CN(C(C2=CC1)=O)C1C(NC(CC1)=O)=O